4-(2-methoxyphenyl)-1,1,1-trifluorobut-2-en-2-yl acetate C(C)(=O)OC(C(F)(F)F)=CCC1=C(C=CC=C1)OC